N-allyl-4,5,6,7-tetrahydro-1,3-benzothiazol-2-amine C(C=C)NC=1SC2=C(N1)CCCC2